Hexahydro-4,7-methylene-1H-indenyl acrylate C(C=C)(=O)OC1CCC2C3CCC(=C12)C3